3-(chloromethyl)tetrahydro-2H-pyran tert-butyl-4-isopropyl-3-oxo-1-oxa-4,9-diazaspiro[5.5]undecane-9-carboxylate C(C)(C)(C)OC(=O)N1CCC2(CN(C(CO2)=O)C(C)C)CC1.ClCC1COCCC1